(4-(4-chloroquinolin-7-yl)phenyl)(4-methylpiperazin-1-yl)methanone ClC1=CC=NC2=CC(=CC=C12)C1=CC=C(C=C1)C(=O)N1CCN(CC1)C